CN1N=C2C(CN(CC2)C=2C=C3C=CN(C(C3=CC2)=O)C2CCNCC2)=C1 6-{2-methyl-4H,6H,7H-pyrazolo[4,3-c]pyridin-5-yl}-2-(piperidin-4-yl)isoquinolin-1-one